C1(=CCC=CC1)C=NO N-[(cyclohexa-1,4-dien-1-yl)methylidene]hydroxylamine